tert-Butyl (1S,2R)-2-(7-fluoro-4-(1-methyl-1H-pyrazol-4-yl)-3-oxo-2,3-dihydro-1H-pyrrolo[3,4-c]pyridin-6-ylamino)cyclohexylcarbamate FC=1C2=C(C(=NC1N[C@H]1[C@H](CCCC1)NC(OC(C)(C)C)=O)C=1C=NN(C1)C)C(NC2)=O